ClC=1N=CN(C1)C1=NC(=NC(=C1)S(=O)(=O)C)C 4-(4-chloro-1H-imidazol-1-yl)-2-methyl-6-(methylsulfonyl)pyrimidine